FC1=CC=C(C=C1)C1=NC=2C(=NC(=CC2)N2CCN(CC2)C)N1C1=CC=NC=C1 1-[2-(4-fluorophenyl)-3-(pyridin-4-yl)-3H-imidazo[4,5-b]Pyridin-5-yl]-4-methylpiperazine